Dioxopentanol O=C(C(O)=O)CCC